(R)-2-amino-3-(7-ethylthieno[3,2-b]pyridine-2-carboxamido)propionic acid HBr salt Br.N[C@@H](C(=O)O)CNC(=O)C1=CC2=NC=CC(=C2S1)CC